CC=1C=CC=C2C=NNC12 7-methyl-1H-indazol